CN(C)C=NC1SSC(N1)=S 3-[(N,N-dimethylaminomethylene)amino]-3H-1,2,4-dithiazol-5-thione